COC(=O)NCCCC[C@H](N)C(=O)O N6-(methoxycarbonyl)-L-lysine